COC1=CC=C(C=C1)N[C@H](C(=O)OC)C1(CCC1)C=C methyl (S)-2-((4-methoxyphenyl)amino)-2-(1-vinylcyclobutyl)acetate